CC1=C(C(NC(=C1)C(F)(F)F)=O)C(=O)NC1C2=CC=CC=C2OC=2C=C(C=CC12)C 4-methyl-N-(3-methyl-9H-xanthen-9-yl)-2-oxo-6-(trifluoromethyl)-1,2-dihydropyridine-3-carboxamide